FC=1C(=NC(=NC1)NC1=NC=C(C=C1)CN1C[C@@H]2N(CC1)CCC2)C2=CC1=C(N=C3N1[C@@H](CC3)CF)C(=C2)F 5-fluoro-4-((S)-5-fluoro-1-(fluoromethyl)-2,3-dihydro-1H-benzo[d]pyrrolo[1,2-a]imidazol-7-yl)-N-(5-(((R)-hexahydropyrrolo[1,2-a]pyrazin-2(1H)-yl)methyl)pyridin-2-yl)pyrimidin-2-amine